((S)-4-propenoyl-2-methylpiperazin-1-yl)-7-(2-amino-6-fluorophenyl)-6-fluoro-1-(2-isopropyl-4-(methylthio)pyridin-3-yl)pyrido[2,3-d]pyrimidin-2(1H)-one C(C=C)(=O)N1C[C@@H](N(CC1)C=1C2=C(N(C(N1)=O)C=1C(=NC=CC1SC)C(C)C)N=C(C(=C2)F)C2=C(C=CC=C2F)N)C